C1(CC1)C1=C(C(=NO1)C1=C(C=CC=C1Cl)Cl)COC1CCN(CC1)C1=CC=CC=N1 6-(4-((5-cyclopropyl-3-(2,6-dichlorophenyl)isoxazol-4-yl)methoxy)piperidin-1-yl)pyridin